ClC1=NC=C(C=C1C)C 2-chloro-3,5-dimethylpyridine